F[C@H]1[C@@H]2CCC[C@H](C[C@H]1OC1=CC=C(N=N1)C1=C(C=C(C=C1)C=1OC=NN1)O)N2 2-(6-(((1s,2s,3r,5r)-2-fluoro-9-azabicyclo[3.3.1]non-3-yl)oxy)pyridazin-3-yl)-5-(1,3,4-oxadiazol-2-yl)phenol